t-butyl 2-(2,6-difluoropyridin-3-yl)-5-hydroxy-1H-indole-1-carboxylate FC1=NC(=CC=C1C=1N(C2=CC=C(C=C2C1)O)C(=O)OC(C)(C)C)F